C(C)N(C(C1=C(C=CC(=C1)F)OC=1C=NC=NC1)=O)C(C)C N-ethyl-5-fluoro-N-isopropyl-2-(pyrimidin-5-yloxy)benzamide